C1C=2N(C3[C@@]4(CCCN1C3)CC=NO4)CC(=CC2)C(=O)N r-tetrahydro-3'H,4H,7'H-spiro[isoxazole-5,6'-[2,7]methanopyrido[1,2-a][1,4]diazonine]-10'-carboxamide